5-((7-Isopropyl-1,3-dimethyl-2-oxo-2,3-dihydro-1H-benzo[d]imidazol-5-yl)(methyl)amino)-5'-methyl-[2,3'-bipyridine]-6'-carboxylic acid C(C)(C)C1=CC(=CC2=C1N(C(N2C)=O)C)N(C=2C=CC(=NC2)C=2C=NC(=C(C2)C)C(=O)O)C